CC1([N+](=CCC1)[O-])C 2,2-dimethyl-3,4-dihydro-2H-pyrrole-1-oxide